N-methyl-cyclohexanecarboxamide CNC(=O)C1CCCCC1